6-((S)-1-((tert-Butyldimethylsilyl)oxy)-2-((3aS,5S,6aR)-3a-hydroxy-5-phenoxyhexahydrocyclopenta[c]pyrrol-2(1H)-yl)ethyl)-8-fluoro-3,4-dihydroquinolin-2(1H)-one [Si](C)(C)(C(C)(C)C)O[C@H](CN1C[C@@H]2[C@](C1)(C[C@H](C2)OC2=CC=CC=C2)O)C=2C=C1CCC(NC1=C(C2)F)=O